COC1=C(C=CC(=C1)OC)CNC1=NC=CC(=C1F)CC=1C=NC=C(C1C)C1=NC=CC=C1F N-[(2,4-dimethoxyphenyl)methyl]-3-fluoro-4-[[5-(3-fluoro-2-pyridyl)-4-methyl-3-pyridyl]methyl]pyridin-2-amine